O(C1=CC=CC=C1)C=C(C)C1=CC2=CC=CC=C2C=C1 2-(1-Phenoxyprop-1-en-2-yl)naphthalene